C(CCCC)(=O)OOC(C)(C)C t-butyl peroxy-valerate